CC(=CCC1=C(C=CC(=C1)C(C(=O)O)O)O)C The molecule is a 2-hydroxy monocarboxylic acid that is mandelic acid carrying dimethylallyl and hydroxy substituents at positions 3 and 4 respectively. It is a 2-hydroxy monocarboxylic acid and a member of phenols. It derives from a mandelic acid. It is a conjugate acid of a 3-dimethylallyl-4-hydroxymandelate.